Methyl 4-[[2-[2-deuterio-6-fluoro-3-methoxy-4-[2,2,2-trideuterio-1,1-bis(trideuteriomethyl) ethyl]phenyl]acetyl]amino]pyridine-2-carboxylate [2H]C1=C(C(=CC(=C1OC)C(C([2H])([2H])[2H])(C([2H])([2H])[2H])C([2H])([2H])[2H])F)CC(=O)NC1=CC(=NC=C1)C(=O)OC